CN(C=1C(=C(C=CC1)CN(C(C(N)=O)=O)CC1=NC=CC=C1)C)C N'-[[3-(dimethylamino)-2-methyl-phenyl]methyl]-N'-(2-pyridylmethyl)oxamide